methyl 4-bromo-3-(trifluoromethyl)benzoate BrC1=C(C=C(C(=O)OC)C=C1)C(F)(F)F